3-(tert-butyl)-5-chloro-3-hydroxy-1-methylindolin-2-one C(C)(C)(C)C1(C(N(C2=CC=C(C=C12)Cl)C)=O)O